4'-(((1,4-Dioxaspiro[4.5]dec-8-yl)methyl)sulfonyl)-2-fluoro-3'-(trifluoromethyl)-[1,1'-biphenyl]-4-carbonitrile O1CCOC12CCC(CC2)CS(=O)(=O)C2=C(C=C(C=C2)C2=C(C=C(C=C2)C#N)F)C(F)(F)F